methyl N-[5-[6-[5-cyano-1-(4-fluorophenyl)imidazol-2-yl]imidazo[1,2-a]pyridin-3-yl]-2-pyridyl]carbamate C(#N)C1=CN=C(N1C1=CC=C(C=C1)F)C=1C=CC=2N(C1)C(=CN2)C=2C=CC(=NC2)NC(OC)=O